5,5'-dihexyl-2,2'-bithiophene C(CCCCC)C1=CC=C(S1)C=1SC(=CC1)CCCCCC